(E)-3-(4-(tert-Butyl)-2-(cyclopropylmethoxy)phenyl)-N-(2-oxo-2,3-dihydro-1H-benzo[d]imidazol-4-yl)acrylamid C(C)(C)(C)C1=CC(=C(C=C1)/C=C/C(=O)NC1=CC=CC=2NC(NC21)=O)OCC2CC2